pyrimido[4,5-b][1,4]thiazine-4,6-dione N=1C=NC(C=2C1SCC(N2)=O)=O